6-fluoro-N-((3S,4R)-3-fluoro-1-methylpiperidin-4-yl)-2-(3-((2-methoxy-4-(methylsulfonyl)phenyl)amino)prop-1-yn-1-yl)-3-vinylimidazo[1,2-a]pyridin-8-amine FC=1C=C(C=2N(C1)C(=C(N2)C#CCNC2=C(C=C(C=C2)S(=O)(=O)C)OC)C=C)N[C@H]2[C@H](CN(CC2)C)F